C(C)(=O)C1=NN(C2=C(C=C(C=C12)C)CC=C)CC(=O)OC(C)(C)C tert-Butyl 2-(3-acetyl-7-allyl-5-methyl-1H-indazol-1-yl)acetate